C(C)(C)(C)C1=CC=C(C=C1)C(C)NC(CN1C(C2=CC(=CC=C2C1)C1=NC(=NC=C1Cl)NC1CCOCC1)=O)=O N-[1-(4-tert-butylphenyl)ethyl]-2-(6-{5-chloro-2-[(oxan-4-yl)amino]pyrimidin-4-yl}-1-oxo-2,3-dihydro-1H-isoindol-2-yl)acetamide